tert-butyl (3aR,4R,6aS)-4-fluoro-5-oxohexahydrocyclopenta[c]pyrrole-2(1H)-carboxylate F[C@H]1C(C[C@@H]2CN(C[C@@H]21)C(=O)OC(C)(C)C)=O